[N+](=O)([O-])C1=C2C=CN(C2=CC=C1)C1=CC(=NC=C1)NC(=O)C1CC1 N-(4-(4-nitro-1H-indol-1-yl)pyridin-2-yl)cyclopropanecarboxamide